cyclopentyl carbamate (cyclopropenyl carbamate) C1(=CC1)NC(O)=O.C(N)(OC1CCCC1)=O